methyl (8-chloro-2-(methylthio)pyrido[3,4-d]pyrimidin-6-yl)benzoate ClC1=NC(=CC2=C1N=C(N=C2)SC)C2=C(C(=O)OC)C=CC=C2